tert-butyl 2-(4-methoxyphenyl)-3-(pyridin-4-yl)-6,7-dihydropyrazolo[1,5-a]pyrazine-5(4H)-carboxylate COC1=CC=C(C=C1)C1=NN2C(CN(CC2)C(=O)OC(C)(C)C)=C1C1=CC=NC=C1